2-formyl-1H-pyrrole C(=O)C=1NC=CC1